FC1=CC(=C2C=CNC2=C1)N1C(C2=CC(=CC=C2C(=C1)C(=O)N1CCCCC1)OC)=O 2-(6-Fluoro-1H-indol-4-yl)-7-methoxy-4-(piperidine-1-carbonyl)isoquinolin-1(2H)-one